ClC1=NC=C2NC(N(C2=N1)[C@@H]1CN(CC1)C(=O)OC(C)(C)C)=O tert-butyl (3S)-3-(2-chloro-8-oxo-7H-purin-9-yl)pyrrolidine-1-carboxylate